6-{2-[(6-methoxy-1,2,3,4-tetrahydroisoquinolin-7-yl)amino]quinazolin-7-yl}-3,4-dihydroquinolin-2(1H)-one COC=1C=C2CCNCC2=CC1NC1=NC2=CC(=CC=C2C=N1)C=1C=C2CCC(NC2=CC1)=O